(S,S)-3-METHYL-1-(2-PIPERIDINOPHENYL)BUTYLAMINE, N-ACETYL-GLUTAMATE SALT C(C)(=O)N[C@@H](CCC(=O)O)C(=O)O.CC(C[C@@H](C1=C(C=CC=C1)N1CCCCC1)N)C